[N+](=O)([O-])C1=CC=C(C=C1)CN1CCN(CC1)CCS(=O)(=O)NCC1=NC=CC=C1 2-{4-[(4-nitrophenyl)methyl]piperazin-1-yl}-N-(pyridin-2-ylmethyl)ethanesulfonamide